5-methoxy-2-(3-(trifluoromethyl)phenyl)-3,4-dihydro-2H-pyrrole COC=1CCC(N1)C1=CC(=CC=C1)C(F)(F)F